N-benzyl-7-(3,4-dichlorobenzoyl)-2-(4-methoxyphenyl)-3-oxo-6,8-dihydro-5H-imidazo[1,5-a]pyrazine-1-carboxamide C(C1=CC=CC=C1)NC(=O)C=1N(C(N2C1CN(CC2)C(C2=CC(=C(C=C2)Cl)Cl)=O)=O)C2=CC=C(C=C2)OC